C(CCC(=O)O)(=O)O.OCCC1CC(N(C(C1)(C)C)CCO)(C)C (4-hydroxyethyl-2,2,6,6-tetramethyl-1-piperidineethanol) succinate